BrC=1C(=C(C=CC1)C=O)C 3-bromo-2-methylbenzene-1-carboxaldehyde